ClC1=C2C(=NC(=N1)Cl)N(N=C2)C(C)C 4,6-dichloro-1-isopropylpyrazolo[3,4-d]pyrimidine